N2-(3-aminophenyl)-5-chloro-N4-(1-methyl-1H-pyrazol-4-yl)pyrimidine-2,4-diamine NC=1C=C(C=CC1)NC1=NC=C(C(=N1)NC=1C=NN(C1)C)Cl